ClC1=C(C(=O)NCC2=NC=C(C=C2Cl)C(F)(F)F)C(=CC=C1)Cl 2,6-dichloro-N-[[3-chloro-5-(trifluoromethyl)-2-pyridinyl]methyl]benzamide